Tert-butyl ((2SR,3SR,4RS)-2-cyclopentyl-3-methyl-1,2,3,4-tetrahydro-1,5-naphthyridin-4-yl)carbamate C1(CCCC1)[C@@H]1NC2=CC=CN=C2[C@@H]([C@H]1C)NC(OC(C)(C)C)=O |r|